acetic acid (E)-11-tetradecenyl ester C(CCCCCCCCC\C=C\CC)OC(C)=O